C(C)(C)(C)OC([C@H](CC(=O)O)NC(=O)OCC1C2=CC=CC=C2C=2C=CC=CC12)=O (3S)-4-tert-butoxy-3-({[(9H-fluoren-9-yl)methoxy]carbonyl}amino)-4-oxobutanoic acid